2-((2R,5S)-2-(2-(1-((dimethylamino)methyl)cyclopropyl)benzo[d]thiazol-5-yl)-5-methylpiperidin-1-yl)-2-oxo-N-(1H-pyrazolo[4,3-c]pyridin-7-yl)acetamide CN(C)CC1(CC1)C=1SC2=C(N1)C=C(C=C2)[C@@H]2N(C[C@H](CC2)C)C(C(=O)NC=2C1=C(C=NC2)C=NN1)=O